racemic-1-(5-fluoro-6-(trifluoromethyl)pyridin-3-yl)-3-(isoquinolin-4-yl)-2-oxoimidazole FC=1C=C(C=NC1C(F)(F)F)N1C(N(C=C1)C1=CN=CC2=CC=CC=C12)=O